BrC1=C(C(=CC2=C1[C@@H]([C@@](O2)(C(=O)OC)C2=CC=CC=C2)C)F)Cl methyl (2S,3S)-4-bromo-5-chloro-6-fluoro-3-methyl-2-phenyl-2,3-dihydrobenzofuran-2-carboxylate